(5-(2-isopropoxypyridin-4-yl)pyrazolo[1,5-a]pyrimidin-3-yl)methanol C(C)(C)OC1=NC=CC(=C1)C1=NC=2N(C=C1)N=CC2CO